BrC1=CC(=C(C(=O)O)C=C1Cl)F 4-bromo-5-chloro-2-fluorobenzoic acid